methyl 5-(2,6-difluorophenyl)-1-[(4-methoxyphenyl)methyl]-6H-pyrazolo[4,3-d][1,3]benzodiazepine-9-carboxylate FC1=C(C(=CC=C1)F)C=1NC2=C(C3=C(N1)C=NN3CC3=CC=C(C=C3)OC)C=C(C=C2)C(=O)OC